((1-(4-fluorophenyl)-5-(p-tolyl)-1H-1,2,4-triazol-3-yl)methyl)-4,4-dimethylpiperidine FC1=CC=C(C=C1)N1N=C(N=C1C1=CC=C(C=C1)C)CN1CCC(CC1)(C)C